OC1=C(C=C(C=C1)OC1=CC(=C(C=C1)C(F)(F)F)OC)NC(=O)C1N(C(CC1)=O)C N-(2-Hydroxy-5-(3-methoxy-4-(trifluoromethyl)phenoxy)phenyl)-1-methyl-5-oxopyrrolidine-2-carboxamide